N1=C(C=CC=C1)[Sn](C)(C)C 2-pyridyl-trimethyl-stannane